C(CCCC\C=C/C\C=C/C\C=C/CCCCC)(=O)N[C@@H](CCC(N)=O)C(=O)O N-γ-linolenoyl-glutamine